(S)-6-ethyl-3-((3-methoxy-5-(2-(2-(methylamino)propanamido)ethyl)phenyl)amino)-5-((tetrahydro-2H-pyran-4-yl)amino)pyrazine-2-carboxamide C(C)C1=C(N=C(C(=N1)C(=O)N)NC1=CC(=CC(=C1)CCNC([C@H](C)NC)=O)OC)NC1CCOCC1